5,6,7,8-tetrahydroimidazo[1,2-a]pyridin-6-yl 2-(3,5-dichlorophenyl)benzo[d]oxazole-6-carboxylate hydrochloride Cl.ClC=1C=C(C=C(C1)Cl)C=1OC2=C(N1)C=CC(=C2)C(=O)OC2CCC=1N(C2)C=CN1